[N+](=O)([O-])C=1N=C2OC[C@@H](CN2C1)OC1=CC=C(C=C1)OC(F)(F)F (6R)-2-Nitro-6-[4-(trifluoromethoxy)phenoxy]-6,7-dihydro-5H-imidazo[2,1-b][1,3]oxazine